CC(=O)N[C@@H]1[C@H]([C@H]([C@H](O[C@@H]1O)CO)O)O[C@H]2[C@@H]([C@H]([C@@H]([C@H](O2)CO)O)O[C@H]3[C@@H]([C@H]([C@H]([C@H](O3)CO)O)O)O)NC(=O)C The molecule is an amino trisaccharide consisting of beta-D-glucopyranose, 2-acetamido-2-deoxy-beta-D-glucopyranose and 2-acetamido-2-deoxy-alpha-D-galactopyranose residues joined in sequence by (1->3) glycosidic bonds. It is an amino trisaccharide and a member of acetamides. It derives from a beta-D-GlcpNAc-(1->3)-alpha-D-GalpNAc and a beta-D-Galp-(1->3)-beta-D-GlcpNAc.